2-(((4-hydroxycyclohexyl)thio)methyl)-8-methyl-quinazolin-4(3H)-one OC1CCC(CC1)SCC1=NC2=C(C=CC=C2C(N1)=O)C